FC1=C(OC(C(=O)N2CCN(CC2)S(=O)(=O)C=2C=NC=CC2)(C)C)C(=CC=C1)F 2-(2,6-Difluorophenoxy)-2-methyl-1-(4-(pyridin-3-ylsulfonyl)piperazin-1-yl)propan-1-one